[2,8-3H]adenosine [C@@H]1([C@H](O)[C@H](O)[C@@H](CO)O1)N1C(=NC=2C(N)=NC(=NC12)[3H])[3H]